1-Ethyl-3-methylimidazolium methansulfonat CS(=O)(=O)[O-].C(C)N1C=[N+](C=C1)C